tert-butyl (R)-2-(2-(8-methyl-6-(3-methyl-3-phenylpyrrolidin-1-yl)-[1,2,4]triazolo[1,5-a]pyridin-2-yl)ethyl)-1-oxo-2,9-diazaspiro[5.5]undecane-9-carboxylate CC=1C=2N(C=C(C1)N1C[C@](CC1)(C1=CC=CC=C1)C)N=C(N2)CCN2C(C1(CCC2)CCN(CC1)C(=O)OC(C)(C)C)=O